3-(5-((9-(2-(5-((4-([1,1'-biphenyl]-3-yl)-5-chloropyrimidin-2-yl)amino)pyridin-3-yl)-1-oxo-2,8-diazaspiro[4.5]decan-8-yl)-9-oxononyl)oxy)-1-oxoisoindolin-2-yl)piperidine-2,6-dione C1(=CC(=CC=C1)C1=NC(=NC=C1Cl)NC=1C=C(C=NC1)N1C(C2(CC1)CCN(CC2)C(CCCCCCCCOC=2C=C1CN(C(C1=CC2)=O)C2C(NC(CC2)=O)=O)=O)=O)C2=CC=CC=C2